bidecalin C1(CCCC2CCCCC12)C1CCCC2CCCCC12